3-(4-((difluoromethyl)sulfonamido)-3-(4-fluorophenoxy)phenyl)-5-(pyrazin-2-ylamino)-1H-pyrazole-4-carboxamide FC(S(=O)(=O)NC1=C(C=C(C=C1)C1=NNC(=C1C(=O)N)NC1=NC=CN=C1)OC1=CC=C(C=C1)F)F